FC([C@@]1(CN(CCC1)C1=NC(=NC2=C(C(=C(C=C12)F)C1=CC(=CC2=CC=C(C(=C12)CC)F)O)F)OC[C@]12CCCN2C[C@@H](C1)F)O)F (3R)-3-(difluoromethyl)-1-(7-(8-ethyl-7-fluoro-3-hydroxynaphthalen-1-yl)-6,8-difluoro-2-(((2R,7aS)-2-fluorotetrahydro-1H-pyrrolizin-7a(5H)-yl)methoxy)quinazolin-4-yl)piperidin-3-ol